2-(3,4-Difluorophenyl)-N-(5-(1-(6-(2-(pyridin-2-yl)acetamido)pyridazin-3-yl)piperidin-4-yl)-1,3,4-thiadiazol-2-yl)acetamide FC=1C=C(C=CC1F)CC(=O)NC=1SC(=NN1)C1CCN(CC1)C=1N=NC(=CC1)NC(CC1=NC=CC=C1)=O